β-D-glucuronic acid propyl ester C(CC)OC([C@@H]1[C@H]([C@@H]([C@H]([C@H](O)O1)O)O)O)=O